ClCC1=NNC=C1C(=O)OCC ethyl 3-(chloromethyl)-1H-pyrazole-4-carboxylate